N1C2=C(C=C1)C(OCC2)=O 7H-pyrano[4,3-b]pyrrol-4-one